(R)-N-(3-Chloro-2-fluorophenyl)-6-(pyrrolidin-3-yl)pyrido[3,2-d]pyrimidin-4-amine ClC=1C(=C(C=CC1)NC=1C2=C(N=CN1)C=CC(=N2)[C@H]2CNCC2)F